O1CCC=2C=C3C=CN(C3=CC21)[2H] 3,7-dihydro-2H-furo[3,2-f]indole-7-d